diethyl-N,N-bis(2-hydroxy-ethyl)-aminomethyl phosphonate P(OC(N(CCO)CCO)(CC)CC)([O-])=O